C1(=CC=CC=C1)[C@H]1CCC[C@H](N1)C(=O)O (2s,6r)-6-phenyl-2-piperidinecarboxylic acid